1-[3-(3,4-dimethoxyphenyl)-1,2,4-oxadiazol-5-yl]-N-(2-phenylethyl)piperidine-4-carboxamide COC=1C=C(C=CC1OC)C1=NOC(=N1)N1CCC(CC1)C(=O)NCCC1=CC=CC=C1